CARBONYLIMIDAZOLE C1=NC(=C=O)N=C1